C[C@@H]1N(C[C@H]2O[C@H]2C1)C(=O)OCC1=CC=CC=C1 Benzyl (1R,4S,6S)-4-methyl-7-oxa-3-azabicyclo[4.1.0]heptane-3-carboxylate